C(C)(C)(C)N1N=C(N=N1)C(=O)NCC1=C(C=C(C=C1)C=1C=2N(C=C(N1)C=1C=NN(C1)C)N=CC2)C(F)F 2-(tert-butyl)-N-(2-(difluoromethyl)-4-(6-(1-methyl-1H-pyrazol-4-yl)pyrazolo[1,5-a]pyrazin-4-yl)benzyl)-2H-tetrazole-5-carboxamide